5-{6-[2-(2-Cyano-4-methoxy-indol-1-yl)-ethylamino]-pyrimidin-4-yl}-3-ethoxy-thiophen C(#N)C=1N(C2=CC=CC(=C2C1)OC)CCNC1=CC(=NC=N1)C1=CC(=CS1)OCC